C(C1CO1)OCCC[SiH2]C(O[Si](C)(C)C)O[Si](C)(C)C (3-glycidyloxypropyl)bis(trimethylsiloxy)methylsilane